CC1(CCN(CC1)C=1N=C2N(C(C1C)=O)C=C(C=C2C(=C)OCC)C)C 2-(4,4-dimethylpiperidin-1-yl)-9-(1-ethoxyvinyl)-3,7-dimethyl-4H-pyrido[1,2-a]pyrimidin-4-one